1-(6-(4-((6-phenoxypyridin-3-yl)amino)pyrido[3,2-d]pyrimidin-6-yl)-1,6-diazaspiro[3.3]heptan-1-yl)prop-2-en-1-one O(C1=CC=CC=C1)C1=CC=C(C=N1)NC=1C2=C(N=CN1)C=CC(=N2)N2CC1(CCN1C(C=C)=O)C2